C(C=C)(=O)N1CCN(CC1)C1=C(C=NC2=C(C(=C(C=C12)Cl)C1=C(C=CC=C1)C(F)(F)F)F)C#N 4-(4-acryloylpiperazin-1-yl)-6-chloro-8-fluoro-7-(2-(trifluoromethyl)phenyl)quinoline-3-carbonitrile